S[C@H](CCCCC(=O)O)CCS (R)-6,8-dimercaptooctanoic acid